7-(3-(4-(benzo[d]thiazol-2-yl)phenoxy)propoxy)-4-methyl-2H-benzopyran-2-one S1C(=NC2=C1C=CC=C2)C2=CC=C(OCCCOC1=CC3=C(C(=CC(O3)=O)C)C=C1)C=C2